5-chloromethyl-6-piperazinyl-benzo[1,3]dioxan ClCC1=C(C=CC2=C1COCO2)N2CCNCC2